4-(4-fluorobenzo[d]oxazol-2-yl)-6,7-dihydro-1H-imidazo[4,5-c]pyridin FC1=CC=CC2=C1N=C(O2)C2=NCCC1=C2N=CN1